(S)-4-ethyl-2-methylpiperazine-1-carboxylic acid tert-butyl ester C(C)(C)(C)OC(=O)N1[C@H](CN(CC1)CC)C